diethyl [(acryloyloxy)methyl]phosphonate C(C=C)(=O)OCP(OCC)(OCC)=O